5-methoxy-benzothiazol COC=1C=CC2=C(N=CS2)C1